Cl.N1CCC2(CC1)CC1=CC=CC=C1C2N 1,3-dihydrospiro[indene-2,4'-piperidin]-3-amine hydrochloride